ClC=1C=C2C(=C3C1NC(NC31CCCCC1)=O)OC(=N2)CNCC2COC2 5-chloro-2-({[(oxetan-3-yl)methyl]amino}methyl)-7,8-dihydro-6H-spiro[[1,3]oxazolo[5,4-f]quinazoline-9,1'-cyclohexan]-7-one